m-methylcinnamic acid CC=1C=C(C=CC(=O)O)C=CC1